methyl 1-(6-chloropyridazin-4-yl)-4-phenylpiperidine-4-carboxylate ClC1=CC(=CN=N1)N1CCC(CC1)(C(=O)OC)C1=CC=CC=C1